2-((E)-2-dimethylamino-vinyl)-terephthalonitrile CN(/C=C/C1=C(C#N)C=CC(=C1)C#N)C